C(=O)NC=1C=C(C=CC1)C=1C=C(C(NC1C(F)(F)F)=O)C(=O)N 5-(3-formamidophenyl)-2-oxo-6-(trifluoromethyl)-1,2-dihydropyridine-3-carboxamide